2'-Chloro-N-(5-(6-(difluoromethyl)pyrazine-2-carbonyl)-5,6-dihydro-4H-pyrrolo[3,4-d]thiazol-2-yl)-5'-methoxy-6-methyl-[4,4'-bipyridine]-3-carboxamide ClC1=NC=C(C(=C1)C1=C(C=NC(=C1)C)C(=O)NC=1SC2=C(N1)CN(C2)C(=O)C2=NC(=CN=C2)C(F)F)OC